ClC=1C=C(C(=CC1CC)NCCC=1C=NC=CC1)N 4-chloro-5-ethyl-N1-(2-(pyridin-3-yl)ethyl)benzene-1,2-diamine